CC1=CC(=CC2=C1O[C@](CC2)(C)CCC[C@H](C)CCC[C@H](C)CCCC(C)C)OC(=O)C delta-tocopherol acetate